C12C(C3CC(CC(C1)C3)C2)NC(=O)C2=NN(C(=C2C)C2=CC=C(C=C2)Cl)C2=C(C=C(C=C2)Cl)Cl N-((1r,3r,5r,7r)-adamantan-2-yl)-5-(4-chlorophenyl)-1-(2,4-dichlorophenyl)-4-methyl-1H-pyrazole-3-carboxamide